C(CCC)OC=1N=C(C2=C(N1)C(=NN2)CC2=CC=C(C=C2)CNC2CCCC2)N 5-Butoxy-3-(4-((cyclopentylamino)methyl)benzyl)-1H-pyrazolo[4,3-d]pyrimidin-7-amine